C1N(CCC2=CC=CC=C12)C[C@H](CN1C(C2=CC=C(C=C2C(C1)(F)F)N1CCOCC1)=O)O 2-[(2R)-3-(3,4-Dihydro-1H-isochinolin-2-yl)-2-hydroxy-propyl]-4,4-difluoro-6-morpholino-3H-isochinolin-1-on